N'-((3-cyclopropyl-2-(trifluoromethyl)-6,7-dihydro-5H-cyclopenta[b]pyridin-4-yl)carbamoyl)-1H-pyrazole-3-sulfonimidamide C1(CC1)C=1C(=C2C(=NC1C(F)(F)F)CCC2)NC(=O)N=S(=O)(N)C2=NNC=C2